(S,Z)-N-((4,7-difluoro-3-methylbenzofuran-2-yl)methylene)-2-methylpropane-2-sulfinamide FC1=CC=C(C2=C1C(=C(O2)\C=N/[S@@](=O)C(C)(C)C)C)F